5-amino-2-chlorobenzenesulfonamide NC=1C=CC(=C(C1)S(=O)(=O)N)Cl